3-(2,6-dimethylpiperidine-4-carbonyl)benzamide CC1NC(CC(C1)C(=O)C=1C=C(C(=O)N)C=CC1)C